COC1=C(C=C(C=N1)NC(C=C)=O)COC1CC2(CC2)C1 N-(6-methoxy-5-((spiro-[2.3]hexan-5-yloxy)methyl)-pyridin-3-yl)acrylamide